C(CC)S(=O)C1=NC(=CC(=N1)C=1SC=CC1)C(F)(F)F 2-(propylsulfinyl)-4-(thiophen-2-yl)-6-(trifluoromethyl)pyrimidine